CCCCCCCCCCCCCCCC(=O)OC[C@H](COP(=O)([O-])OCC[N+](C)(C)C)OC(=O)CCCCCCCCCCC/C=C\CCCCCCCC 1-hexadecanoyl-2-(13Z-docosenoyl)-sn-glycero-3-phosphocholine